44'-diaminodiphenylmethane C1=CC(=CC=C1CC2=CC=C(C=C2)N)N